C(CCC)[C@]1(CS(C2=C(N(C1)C1=CC=C(C=C1)F)C=C(C(=C2)CSC(C(=O)O)(C)C)SC)(=O)=O)CC (R)-2-(((3-butyl-3-ethyl-5-(4-fluorophenyl)-7-(methylthio)-1,1-dioxido-2,3,4,5-tetrahydro-1,5-benzothiazepin-8-yl)methyl)thio)-2-methylpropanoic acid